COCOC1=C(C=CC(=C1)C1=CN=NC(=C1)OC)C1=CC=C(N=N1)N1CC(CC1)N(C(OC(C)(C)C)=O)C1CC(C1)F tert-butyl N-(1-{6-[2-(methoxymethoxy)-4-(6-methoxypyridazin-4-yl)phenyl]pyridazin-3-yl}pyrrolidin-3-yl)-N-[(1r,3r)-3-fluorocyclobutyl]carbamate